C(C)(C)C1=NC(=CC=C1)O[C@@H]1[C@@H](CNCC1)C |r| (+/-)-2-Isopropyl-6-((cis-3-methylpiperidin-4-yl)oxy)pyridine